(4-((2-amino-3-chloropyridin-4-yl)oxy)-3-fluorophenyl)-5-chloro-1-phenyl-1H-pyrazole-4-carboxamide NC1=NC=CC(=C1Cl)OC1=C(C=C(C=C1)C1=NN(C(=C1C(=O)N)Cl)C1=CC=CC=C1)F